(4-(dimethylcarbamoyl)phenyl)-boronic acid CN(C(=O)C1=CC=C(C=C1)B(O)O)C